CC=1C=C(C=CC1C)C=1N=C(C(=NC1)C(=O)NC1CS(C=C1)(=O)=O)OC 5-(3,4-dimethylphenyl)-N-(1,1-dioxido-2,3-dihydrothiophen-3-yl)-3-methoxypyrazine-2-carboxamide